8-(2-(3-fluoropyridin-2-yl)ethyl)-12-isopropyl-4-oxa-8,12-diazadispiro[2.1.5.3]tridecane FC=1C(=NC=CC1)CCN1CCC2(OC3(CC3)CN(C2)C(C)C)CC1